FC=1C(=NC=CC1)[C@]1([C@@H]2CCN(C[C@H]12)C1=CN=C2C(=N1)NN=C2C2=C1C=CC=NC1=C(C=C2)OC(F)(F)F)CN ((1S,6R,7S)-7-(3-fluoropyridin-2-yl)-3-(3-(8-(trifluoromethoxy)quinolin-5-yl)-1H-pyrazolo[3,4-b]pyrazin-6-yl)-3-azabicyclo[4.1.0]heptan-7-yl)methanamine